(E)-3-(2-bromophenyl)acrylic acid BrC1=C(C=CC=C1)/C=C/C(=O)O